N1(CCNCC1)C1=CC=C(C=C1)NC1=NC=CC=N1 N-(4-(piperazin-1-yl)phenyl)pyrimidin-2-amine